FC1=C(C=CC=C1)NC(O[C@H]1CN(CC1(F)F)C=1C=2N(N=C(C1)C=1C(NC(NC1)=O)=O)C=CN2)=O (S)-1-(6-(2,4-dioxo-1,2,3,4-tetrahydropyrimidin-5-yl)imidazo[1,2-b]pyridazin-8-yl)-4,4-difluoropyrrolidin-3-yl (2-fluorophenyl)carbamate